C(CCC)C1=CC=NC2=C3N=CC=CC3=CC=C12 4-butyl-1,10-phenanthroline